COCC1=NC=2N(C(N(C(C2N1)=O)C)=O)CC(C)C 8-Methoxymethyl-3-isobutyl-1-methylxanthine